3,4-dichlorophenyl isothiocyanate ClC=1C=C(C=CC1Cl)N=C=S